tert-Butyl 6-[3-[[2-fluoro-4-(trifluoromethyl)phenyl]methoxy]azetidine-1-carbonyl]-3-oxo-4,5,7,8-tetrahydro-2H-pyrido[3,4-b]pyrazine-1-carboxylate FC1=C(C=CC(=C1)C(F)(F)F)COC1CN(C1)C(=O)N1CC=2NC(CN(C2CC1)C(=O)OC(C)(C)C)=O